3-methyl-N-(prop-2-ynyl)benzamide CC=1C=C(C(=O)NCC#C)C=CC1